(4,4-difluoropiperidin-1-yl)(6-(5-methoxy-2H-pyrazolo[3,4-c]pyridin-2-yl)pyridin-3-yl)methanone FC1(CCN(CC1)C(=O)C=1C=NC(=CC1)N1N=C2C=NC(=CC2=C1)OC)F